1,2,4-trimethyl-6-oxo-1,6-dihydropyridine-3-carboxylic acid CN1C(=C(C(=CC1=O)C)C(=O)O)C